F[C@H]1[C@H](C1)C(=O)NC1=NC=NC(=C1)C1=NN(C=C1NC=1C=NC(=CC1C)[C@H](CC)O)C (1R,2R)-2-fluoro-N-(6-(4-((6-((S)-1-hydroxypropyl)-4-methylpyridin-3-yl)amino)-1-methyl-1H-pyrazol-3-yl)pyrimidin-4-yl)cyclopropane-1-carboxamide